PHENYLBUTYRAT C1(=CC=CC=C1)OC(CCC)=O